pyrrolo[2,3-c]thiophene N1=CC=C2C1=CSC2